2-(4-(6-bromopyridin-3-yl)phenyl)-3,5,7,8-tetrahydro-4H-thiopyrano[4,3-d]pyrimidin-4-one BrC1=CC=C(C=N1)C1=CC=C(C=C1)C=1NC(C2=C(N1)CCSC2)=O